1,3-BENZODIOXOL-5-YLMETHYL ISOCYANIDE O1COC2=C1C=CC(=C2)C[N+]#[C-]